P(OC(C(C)=O)C(C1=CC=CC=C1)N)([O-])=O [1-(1-amino-1-phenylmethyl)-2-oxopropyl] phosphonate